1-trimethoxysilyl-8-(diethylamino)(methyldiethoxysilylpropylamino)methylsilyloctane CO[Si](C(CCCCCCCN(CC)CC)[SiH2]CNCCC[Si](OCC)(OCC)C)(OC)OC